piperidine-1-carbonyl-pyridin-4-ylbenzo[d]oxazol-5-ylcyclopropane-1-carboxamide N1(CCCCC1)C(=O)C1(C(C1)(C(=O)N)C=1C=CC2=C(N=CO2)C1)C1=CC=NC=C1